N-(3-(1H-imidazol-1-yl)benzyl)-N-(3-methoxybenzyl)-2-(2-(2-(3-methoxyphenoxy)ethoxy)ethoxy)pyridin-4-amine N1(C=NC=C1)C=1C=C(CN(C2=CC(=NC=C2)OCCOCCOC2=CC(=CC=C2)OC)CC2=CC(=CC=C2)OC)C=CC1